BrC=1C(=NN(C1C1=CC=C(C=C1)F)COCC[Si](C)(C)C)CC(=O)N1CCN(CC1)C(=O)OC(C)(C)C tert-butyl 4-{2-[4-bromo-5-(4-fluorophenyl)-1-{[2-(trimethylsilyl)ethoxy]methyl}-1H-pyrazol-3-yl]acetyl}piperazine-1-carboxylate